C(C)(C)(C)OC(=O)NC1=C(C=CC(=C1)F)NC(=O)C=1N=CC(=NC1)CNC(CCC(=O)O)=O 4-(((5-((2-((tert-butoxycarbonyl)amino)-4-fluorophenyl)carbamoyl)-pyrazin-2-yl)methyl)amino)-4-oxobutanoic acid